tert-Butyl (3S,4R)-4-(5-bromo-3-ethyl-1H-pyrrolo[2,3-b]pyridin-1-yl)-3-fluoropiperidine-1-carboxylate BrC=1C=C2C(=NC1)N(C=C2CC)[C@H]2[C@H](CN(CC2)C(=O)OC(C)(C)C)F